N(=[N+]=[N-])C=1SC2=C(N1)C=CC=C2 2-azidobenzo[d]thiazole